trans-4-tert-butyl-cyclohexanol C(C)(C)(C)[C@@H]1CC[C@H](CC1)O